CCCCC[C@H](/C=C/C=C\\C/C=C\\C/C=C\\CCCC(=O)O)O The molecule is an optically active form of 15-HETE having 15(R)-configuration. It is a conjugate acid of a 15(R)-HETE(1-). It is an enantiomer of a 15(S)-HETE.